FC(CN1[C@@H](C=2NC3=CC=CC=C3C2C[C@H]1C)C=1SC(=CC1)O[C@H]1CN(CC1)CCCF)F (1S,3R)-2-(2,2-difluoroethyl)-1-[5-[(3R)-1-(3-fluoropropyl)pyrrolidin-3-yl]oxy-2-thienyl]-3-methyl-1,3,4,9-tetrahydropyrido[3,4-b]indole